S(CCC(=O)[O-])CCC(=O)OCCCCCCCCCCCCCCCCCC stearyl 3,3'-thiodipropionate